rac-(1r,3r)-3-methoxycyclobutan-1-amine COC1CC(C1)N